O.C1(=CC=CC=2C(=CC=CC12)S(=O)(=O)[O-])S(=O)(=O)[O-].[Na+].[Na+] Disodium 1,5-naphthalenedisulfonate hydrate